NC1=NC=2C=CC(=CC2C2=C1C=NN2C)C(=O)N(CC2=NC=C(C=C2)C(F)(F)F)N2C(O[C@H]1CC[C@@H]21)=O 4-amino-1-methyl-N-((1S,5R)-3-oxo-2-oxa-4-azabicyclo[3.2.0]heptan-4-yl)-N-((5-(trifluoromethyl)pyridin-2-yl)methyl)-1H-pyrazolo[4,3-c]quinoline-8-carboxamide